ClC1=C(C(=CC=C1)O)C1CC(=NO1)C=1N=C(SC1)C1CCN(CC1)C(COC1=NC=CC(=N1)C(F)(F)F)=O 1-(4-(4-(5-(2-chloro-6-hydroxyphenyl)-4,5-dihydroisoxazol-3-yl)thiazol-2-yl)piperidin-1-yl)-2-((4-(trifluoromethyl)pyrimidin-2-yl)oxy)ethan-1-one